FC1=C(C(=C(C2(C1(F)O2)F)F)F)F Hexafluorobenzene Oxide